tert-Butyl 4-(6,7-dichloro-1-(1-isopropyl-4-methyl-1H-pyrazol-5-yl)-2-oxo-1,2-dihydropyrido[2,3-d]pyrimidin-4-yl)-3-methylpiperazine-1-carboxylate ClC1=CC2=C(N(C(N=C2N2C(CN(CC2)C(=O)OC(C)(C)C)C)=O)C2=C(C=NN2C(C)C)C)N=C1Cl